N[C@H](C(=O)N[C@@H]1[C@H]([C@H](NC1)C(=O)O)CCCB(O)O)C (2S,3R,4R)-4-((S)-2-aminopropanamido)-3-(3-boronopropyl)pyrrolidine-2-carboxylic acid